2,2-dihydroxybutane-1,3-dione OC(C=O)(C(C)=O)O